4-chloro-7-((5-(1-(N-morpholinyl)ethyl)pyridin-2-yl)amino)-1-oxoisoindoline-2-carboxylic acid tert-butyl ester C(C)(C)(C)OC(=O)N1C(C2=C(C=CC(=C2C1)Cl)NC1=NC=C(C=C1)C(C)N1CCOCC1)=O